(S)-1-(2-(benzo[d][1,3]dioxol-5-ylamino)-5-methylpyrimidin-4-yl)-N-(1-(3-chloro-phenyl)-2-hydroxyethyl)-1H-pyrazole-4-carboxamide O1COC2=C1C=CC(=C2)NC2=NC=C(C(=N2)N2N=CC(=C2)C(=O)N[C@H](CO)C2=CC(=CC=C2)Cl)C